FC1=CC=C(C=C1)N1C(C=CC2=CC=CN=C12)=O (4-fluorophenyl)-1,8-naphthyridin-2(1H)-one